(E)-1-(3-(2,3-dihydro-[1,4]dioxino[2,3-b]pyridin-6-yl)acryloyl)-5,6-dihydropyridin-2(1H)-one O1CCOC2=NC(=CC=C21)/C=C/C(=O)N2C(C=CCC2)=O